2-mercapto-4-methyl-1,3-thiazole-5-yl-acetic acid SC=1SC(=C(N1)C)CC(=O)O